(S)-quinuclidin-3-yl (6-(3-(2-methoxyethoxy)phenyl)-1,2,3,4-tetrahydronaphthalen-1-yl)carbamate COCCOC=1C=C(C=CC1)C=1C=C2CCCC(C2=CC1)NC(O[C@@H]1CN2CCC1CC2)=O